1,2,4,5-tetraoxazineamine hydrochloride Cl.O1ONOOC1N